2-chloro-4-(cyclopropylmethoxy)-6-methyl-pyrimidine ClC1=NC(=CC(=N1)OCC1CC1)C